CN(C=1C=C2C(=CC=NC2=CC1)NC=1C=C(C(=O)NC2=CC(=CC=C2)NC2=CC=NC=C2)C=CC1)C 3-((6-(dimethylamino)quinolin-4-yl)amino)-N-(3-(pyridin-4-ylamino)phenyl)benzamide